Tert-butyl-6-(5-chloropyrimidin-2-yl)-2-azaspiro[3.3]Hept-5-ene-2-carboxylate C(C)(C)(C)OC(=O)N1CC2(C1)C=C(C2)C2=NC=C(C=N2)Cl